3-fluoro-6-nitro-2-(trifluoromethyl)aniline FC=1C(=C(N)C(=CC1)[N+](=O)[O-])C(F)(F)F